tert-butyl 4-(3-bromo-2-cyano-6-(((S)-tetrahydrofuran-3-yl) oxy) phenoxy)-3,3-difluoropiperidine-1-carboxylate BrC=1C(=C(OC2C(CN(CC2)C(=O)OC(C)(C)C)(F)F)C(=CC1)O[C@@H]1COCC1)C#N